(6S)-N-(7-methoxy-6-{[2-(pyrrolidin-1-yl)ethoxy]methyl}-1H,2H,3H-cyclopenta[b]quinolin-9-yl)-4-methyl-1,4-oxazepan-6-amine COC1=CC=2C(=C3C(=NC2C=C1COCCN1CCCC1)CCC3)N[C@H]3CN(CCOC3)C